tert-Butyl (tert-butoxycarbonyl)(9-((2-(2-((tert-butoxycarbonyl)amino)-3-methoxy propoxy)naphthalen-1-yl)methyl)-9H-purin-6-yl)carbamate C(C)(C)(C)OC(=O)N(C(OC(C)(C)C)=O)C1=C2N=CN(C2=NC=N1)CC1=C(C=CC2=CC=CC=C12)OCC(COC)NC(=O)OC(C)(C)C